bis(4-(tert-butyl)phenyl)iodonium (E)-3-cyclohexylacrylate C1(CCCCC1)/C=C/C(=O)[O-].C(C)(C)(C)C1=CC=C(C=C1)[I+]C1=CC=C(C=C1)C(C)(C)C